4-[4-(benzyloxy)-3-methoxyphenyl]-2H,6H,7H-pyrazolo[3,4-b]pyridin-6-one C(C1=CC=CC=C1)OC1=C(C=C(C=C1)C=1C=2C(NC(C1)=O)=NNC2)OC